FC=1C=C(C=C(C1)F)C1=CC=CC(=N1)C[C@H]1[C@H](CCC=2N1N=C(C2)C(C)C)NS(=O)(=O)C |r| rac-N-[(6S,7S)-7-{[6-(3,5-difluorophenyl)pyridin-2-yl]methyl}-2-(propan-2-yl)-4,5,6,7-tetrahydropyrazolo[1,5-a]pyridin-6-yl]methanesulfonamide